C1(=CC=CC=C1)C1(C2=CC=CC=C2C=2C=CC(=CC12)N)CCCCOC1=CC=C(C=C1)C=C 9-phenyl-9-(4-(4-vinylphenoxy)butyl)-9H-fluoren-2-amine